O=C(CCCCC[C@@H](C=1NC(=CN1)C=1C=C2[C@H]3CC[C@@H](C2=CC1)C3)NC(=O)[C@H]3CC31CCN(CC1)C(=O)OC(C)(C)C)CC (S)-tert-butyl 1-(((S)-7-oxo-1-(5-((1R,4S)-1,2,3,4-tetrahydro-1,4-methanonaphthalen-6-yl)-1H-imidazol-2-yl)nonyl)carbamoyl)-6-azaspiro[2.5]octane-6-carboxylate